prop-2-enyl (3S)-4-(dimethylamino)-3-[[(2S)-2-[9H-fluoren-9-ylmethoxycarbonyl(methyl)amino]-3-methylbutanoyl]amino]-4-oxobutanoate CN(C([C@H](CC(=O)OCC=C)NC([C@H](C(C)C)N(C)C(=O)OCC1C2=CC=CC=C2C=2C=CC=CC12)=O)=O)C